ClC1=C(C(=CC=C1)F)COC1=CC2=C([C@@]3(CCN([C@@H]3CC2)C(=O)C2CCS(CC2)(=O)=O)S(=O)(=O)C2=CC=C(C=C2)F)C=C1 4-[(3aR,9bR)-7-[(2-chloro-6-fluorophenyl)methoxy]-9b-(4-fluorobenzenesulfonyl)-1H,2H,3H,3aH,4H,5H,9bH-benzo[e]indole-3-carbonyl]-1λ6-thiane-1,1-dione